O1[C@H](CCC1)C(=O)O (R)-(+)-tetrahydrofuran-2-formic acid